2-Bromo-N-(2-chlorophenyl)acrylamide BrC(C(=O)NC1=C(C=CC=C1)Cl)=C